C(=O)(O)CC(O)(C(=O)O)CC(=O)[O-].C[C@H]1N(CCC1)CCCOC1=CC=C(OC2CCN(C2)C(C)=O)C=C1 1-[4-(4-{3-[(2R)-2-methyl-pyrrolidin-1-yl]-propoxy}-phenoxy)-pyrrolidin-1-yl]-ethanone dihydrocitrate